C(C)(C)(C)OC(NC1=NC=C(C(=C1)Cl)Cl)=O (4,5-dichloropyridin-2-yl)carbamic acid tert-butyl ester